NC1=NC(=NC=C1OC1=CC(=NC=C1C(C)C)Br)NC(CO)CO 2-((4-amino-5-((2-bromo-5-isopropyl-pyridin-4-yl)oxy)pyrimidin-2-yl)amino)propane-1,3-diol